Bis(6-hydroxyhexyl) 2-((tert-butyldiphenylsilyl)oxy)succinate [Si](C1=CC=CC=C1)(C1=CC=CC=C1)(C(C)(C)C)OC(C(=O)OCCCCCCO)CC(=O)OCCCCCCO